N[C@@H]1C2=CC=CC=C2CC12CCN(CC2)C=2NC(C1=C(N2)NN=C1C=1C=2C(=CC(=NC2CCC1)C1CC1)C(F)(F)F)=O (S)-6-(1-amino-1,3-dihydrospiro[indene-2,4'-piperidine]-1'-yl)-3-(2-cyclopropyl-4-(trifluoromethyl)-7,8-dihydroquinolin-5-yl)-1,5-dihydro-4H-pyrazolo[3,4-d]pyrimidin-4-one